4-chloro-2-(7-fluoro-2-methyl-2H-indazol-5-yl)-6-(3-methylpiperazin-1-yl)-1,8-naphthyridine 2,2,2-trifluoroacetate FC(C(=O)O)(F)F.ClC1=CC(=NC2=NC=C(C=C12)N1CC(NCC1)C)C1=CC2=CN(N=C2C(=C1)F)C